methyl 2-[6-methoxy-4-phenoxy-5-(trifluoromethyl)-2-pyrimidinyl]-4-pyridinecarboxylate COC1=C(C(=NC(=N1)C1=NC=CC(=C1)C(=O)OC)OC1=CC=CC=C1)C(F)(F)F